methyl 4-amino-2-((2S,3R)-3-((tert-butyldimethylsilyl)oxy)-2-(cyclopentyloxy)-3-(3,5-dimethoxy-4-methylphenyl)propyl)pyrazolo[1,5-a]pyridine-7-carboxylate NC=1C=2N(C(=CC1)C(=O)OC)N=C(C2)C[C@@H]([C@@H](C2=CC(=C(C(=C2)OC)C)OC)O[Si](C)(C)C(C)(C)C)OC2CCCC2